2-amino-5-{2-[(1S)-1-cyclopropylethyl]-1-oxo-7-[(3R)-oxolan-3-yloxy]-2,3-dihydro-1H-isoindol-5-yl}-N-[(3R)-5-oxopyrrolidin-3-yl]pyrazolo[1,5-a]pyrimidine-3-carboxamide NC1=NN2C(N=C(C=C2)C=2C=C3CN(C(C3=C(C2)O[C@H]2COCC2)=O)[C@@H](C)C2CC2)=C1C(=O)N[C@H]1CNC(C1)=O